3,6-divinyl-9H-pyrido[2,3-b]indole C(=C)C1=CC2=C(NC3=CC=C(C=C23)C=C)N=C1